O1CCN(CC1)CN1C(C2=CC=CC=C2CC1)=O (morpholinomethyl)-3,4-dihydroisoquinolin-1(2H)-one